tert-butyl 4-((2R)-1-(6-chloro-2-(difluoromethyl)pyrimidin-4-yl)-2-methylazetidin-3-yl)-2-ethynylpiperazine-1-carboxylate ClC1=CC(=NC(=N1)C(F)F)N1[C@@H](C(C1)N1CC(N(CC1)C(=O)OC(C)(C)C)C#C)C